ClC=1C=C(C=NC1C1=NC=C(C=N1)F)NC(=O)[C@@H]1C[C@](C2=C1C=NC=1N2N=C(C1)F)(C)C1=NN(C=C1)C(F)F (6R,8S)-N-(5-chloro-6-(5-fluoropyrimidin-2-yl)pyridin-3-yl)-8-(1-(difluoromethyl)-1H-pyrazol-3-yl)-2-fluoro-8-methyl-7,8-dihydro-6H-cyclopenta[e]pyrazolo[1,5-a]pyrimidine-6-carboxamide